ClC=1C=C(C=CC1N1C(N(C=C1)C)=O)C1=C(C(=CC(=C1)C)C=1C=C2N=CC=NC2=C(C1)N1CCNCC1)O 1-(3-chloro-2'-hydroxy-5'-methyl-3'-(8-(piperazin-1-yl)quinoxalin-6-yl)-[1,1'-biphenyl]-4-yl)-3-methyl-1H-imidazol-2(3H)-one